N1(CCCCC1)C1(N(CCNC1)C(=O)[O-])CC piperidin-1-yl-ethyl-piperazine-1-carboxylate